Cl.Cl.C1(=CC=CC=C1)[C@H]1[C@@H](CNC1)C(=O)NC1=CC(=CC=C1)OC1=CC=NC=C1 |r| (±)-trans-4-Phenyl-N-[3-(pyridin-4-yloxy)phenyl]pyrrolidine-3-carboxamide dihydrochloride